methyl 6-[2-fluoro-4-[3-(3-oxomorpholin-4-yl)propoxy]phenoxy]-1-methyl-indazole-5-carboxylate FC1=C(OC2=C(C=C3C=NN(C3=C2)C)C(=O)OC)C=CC(=C1)OCCCN1C(COCC1)=O